ClC1=CC(=C(NC(CC(=O)C)=O)C=C1OC)OC 4'-chloro-2',5'-dimethoxyacetoacetanilide